[5-[[3-fluoro-2-(methylsulfamoylamino)-4-pyridinyl]methyl]-4-methyl-3-pyridinyl]-2-methyl-2-azaspiro[3.3]heptane-6-amine FC=1C(=NC=CC1CC=1C(=C(C=NC1)C1N(CC12CC(C2)N)C)C)NS(NC)(=O)=O